(3S)-3-AMINO-3-(6-FORMYL(3-PYRIDYL))PROPANENITRILE N[C@@H](CC#N)C=1C=NC(=CC1)C=O